O[C@@H](CN1C=C([C@H]2[C@H](O)[C@H](O)[C@@H](CO)O2)C(NC1=O)=O)C |&1:1| (+-)-1-(2-hydroxypropyl)pseudouridine